3-(3-aminophenoxy)propyl-triethoxysilane NC=1C=C(OCCC[Si](OCC)(OCC)OCC)C=CC1